2-[4-[4-(aminomethyl)-1-oxo-2H-phthalazin-6-yl]-2-methyl-pyrazol-3-yl]-3-methoxy-naphthalene-1-carbonitrile NCC1=NNC(C2=CC=C(C=C12)C1=C(N(N=C1)C)C1=C(C2=CC=CC=C2C=C1OC)C#N)=O